tert-butyl-3-methyl-6-(2'-oxospiro[cyclobutane-1,3'-indolin]-5'-yl)-3,4-dihydropyridine-1(2H)-carboxylate C(C)(C)(C)OC(=O)N1CC(CC=C1C=1C=C2C3(C(NC2=CC1)=O)CCC3)C